7-[[8-(1-octylnonoxy)-8-oxo-octyl]-(2-piperazin-1-ylethyl)amino]heptyl decanoate C(CCCCCCCCC)(=O)OCCCCCCCN(CCN1CCNCC1)CCCCCCCC(=O)OC(CCCCCCCC)CCCCCCCC